(2R,5S)-3-(4-amino-2-fluorophenethyl)-2-(1-(4-bromophenyl)-3-(1H-pyrrole-3-yl)-1H-pyrazol-4-yl)-5-methyloxazolidin-4-one NC1=CC(=C(CCN2[C@H](O[C@H](C2=O)C)C=2C(=NN(C2)C2=CC=C(C=C2)Br)C2=CNC=C2)C=C1)F